C(C)(C)(C)OC(=O)N1CCN(CC1)C1=CC=C2C(N(C3(C2=C1)CC3)C(C(=O)OC)CCC(=O)OC)=O dimethyl 2-[6'-(4-tert-butoxycarbonylpiperazin-1-yl)-3'-oxo-spiro[cyclopropane-1,1'-isoindoline]-2'-yl]pentanedioate